COC1=C(C(=CC(=C1)CC=C)OC)O 2,6-dimethoxy-4-(2-propenyl)-phenol